FC=1C(=CC=2C3=C(N=NC2C1)N(C(N3C3CCOCC3)=O)C)C=3C=NC(=CC3)OCCCN3C[C@@H](CC3)F (R)-7-fluoro-8-(6-(3-(3-fluoropyrrolidin-1-yl)propoxy)pyridin-3-yl)-3-methyl-1-(tetrahydro-2H-pyran-4-yl)-1H-imidazo[4,5-c]cinnolin-2(3H)-one